methylethyl-zinc phosphate P(=O)(O)(O)O.C[Zn]CC